6,6-bis(4-methylphenyl)fulvene CC1=CC=C(C=C1)C(=C1C=CC=C1)C1=CC=C(C=C1)C